7-(4-aminophenyl)-6-methyl-8-(4-(pyrimidin-2-yloxy)-phenyl)pyrrolo[1,2-a]pyrazin-1-amine NC1=CC=C(C=C1)C=1C(=C2N(C=CN=C2N)C1C)C1=CC=C(C=C1)OC1=NC=CC=N1